6-(2-amino)propyl-uridine NC(CC1=CC(NC(N1[C@H]1[C@H](O)[C@H](O)[C@@H](CO)O1)=O)=O)C